8-(2,6-difluorophenyl)-N-(2,3-dihydro-1,4-benzoxazin-4-yl)-4-isopropyl-7-methyl-pyrazolo[5,1-c][1,2,4]triazine-3-carboxamide FC1=C(C(=CC=C1)F)C=1C(=NN2C1N=NC(=C2C(C)C)C(=O)NN2CCOC1=C2C=CC=C1)C